2',2'''-(pyridine-2,6-diyl)bis((3-adamantan-1-yl)-5-(tert-butyl)-[1,1'-biphenyl]-2-ol) N1=C(C=CC=C1C1=C(C=CC=C1)C=1C(=C(C=C(C1)C(C)(C)C)C12CC3CC(CC(C1)C3)C2)O)C2=C(C=CC=C2)C=2C(=C(C=C(C2)C(C)(C)C)C23CC1CC(CC(C2)C1)C3)O